CC(CC)(CC)N 3-methyl-3-pentanamine